NC1=NC=NC=2N(C3=C(C=C(C=C3C21)C2=CC=CC=C2)C)CC(=O)O 2-(4-amino-8-methyl-6-phenyl-9H-pyrimido[4,5-b]indol-9-yl)acetic acid